O1CCN(CC1)C1CCN(CC1)C1=CC=C(C=C1)NC=O N-(4-(4-morpholinopiperidin-1-yl)phenyl)formamide